P([O-])(=O)(OP(=O)([O-])OP(=O)(O)O)OC[C@@H]1[C@H]([C@H]([C@@H](O1)N1C=NC=2C(N)=NC=NC12)O)O.[K+].[K+] dipotassium adenosine-5'-triphosphate